(N-[4-amino-5-[4-[2-[(5-methylisoxazol-3-yl)amino]-2-oxo-ethoxy]benzoyl]thiazol-2-yl]-4-fluoro-anilino)propanamide NC=1N=C(SC1C(C1=CC=C(C=C1)OCC(=O)NC1=NOC(=C1)C)=O)N(C1=CC=C(C=C1)F)C(C(=O)N)C